ClC1=CC=C(C=C1)C(C(N1CC2(C3=CC=C(C=C13)OC(F)(F)F)CC2)=O)NC=2C=C(C=C(C2)OC)C(C)=NOC2CCC2 3-(((1-(3-((1-(4-chlorophenyl)-2-oxo-2-(6'-(trifluoromethoxy)spiro[cyclopropane-1,3'-indolin]-1'-yl)ethyl)amino)-5-methoxyphenyl)ethylidene)amino)oxy)cyclobutane